CC1=CC=C(N1)C(=O)N 5-methyl-1H-pyrrole-2-carboxamide